1-[(tert-Butoxy)carbonyl]-5,5-difluoropiperidine-3-carboxylic acid C(C)(C)(C)OC(=O)N1CC(CC(C1)(F)F)C(=O)O